CC1(NC(CC(C1)OC(CCCCCCCCC(=O)OC1CC(NC(C1)(C)C)(C)C)=O)(C)C)C.C(C)(=O)C(S(=O)(=O)O)C(C)=O diacetyl-sulfomethane bis(2,2,6,6-tetramethyl-4-piperidyl)sebacate